2,2-Dimethylpropanoyl iodide CC(C(=O)I)(C)C